CCCCCCCCCCCCCC[C@H]([C@H]([C@H](CO[C@@H]1[C@@H]([C@H]([C@H]([C@H](O1)CO)O)O)O)NC(=O)CCCCCCCCCCC2=CC=C(C=C2)C3=CC=CC=C3)O)O The molecule is a glycophytoceramide having an alpha-D-galactopyranosyl residue at the O-1 position and an 11-([1,1'-biphenyl]-4-yl)undecanoyl group attached to the nitrogen. It derives from an alpha-D-galactose.